[Sb+3].[F-].[F-].[F-] fluoride antimony